FC([C@@H]1N(S(OC1)(=O)=O)C(=O)OC(C)(C)C)F tert-butyl (R)-4-(difluoromethyl)-1,2,3-oxathiazolidine-3-carboxylate 2,2-dioxide